ClC=1C(=CC(=NC1)O)O 5-chloropyridine-2,4-diol